2-chloromethyl-4,5-dihydro-1H-imidazole ClCC=1NCCN1